BrC1=C(N)C(=CC=C1)Br 2,6-Dibromoaniline